N-hexadecyl-2-phenyl-3,5,7-tris-(tert-butylcarbonyloxy)-quinolin-4-one C(CCCCCCCCCCCCCCC)N1C(=C(C(C2=C(C=C(C=C12)OC(=O)C(C)(C)C)OC(=O)C(C)(C)C)=O)OC(=O)C(C)(C)C)C1=CC=CC=C1